C(#N)C1=CC=C(C=C1)N1N=C(C(=C1)C(=O)N)C 1-(4-cyanophenyl)-3-methyl-1H-pyrazole-4-carboxamide